FC1(CCN(CC1)C(=O)C=1C=C2N=C(C=NC2=CC1)C1=CC=C2C(=N1)C(=NN2)C)F (4,4-difluoro-1-piperidinyl)(3-(3-methyl-1H-pyrazolo[4,3-b]pyridin-5-yl)-6-quinoxalinyl)methanone